C(C)OC(=O)C1CC12CCC1=CC=CC=C21 trans-2',3'-dihydrospiro[cyclopropane-1,1'-indene]-2-carboxylic acid ethyl ester